4H-1,2,4-triazole-3-carbonitrile N=1N=C(NC1)C#N